O=C1NC(CCC1N1C(C2=CC=CC(=C2C1=O)NCC1=C(C=C(C=C1)CN1CCC(CC1)C(C)C)F)=O)=O 2-(2,6-dioxopiperidin-3-yl)-4-(2-fluoro-4-((4-isopropylpiperidin-1-yl)methyl)benzylamino)isoindoline-1,3-dione